ClC1=CC(=CC(=N1)N1CCN(CC1)S(=O)(=O)C1=CC=C(C=C1)C1=C(C(=O)N)C=CC(=C1)CCNCCCN1CCOCC1)C(F)(F)F [4-[4-[6-chloro-4-(trifluoromethyl)-2-pyridyl]piperazin-1-yl]sulfonylphenyl]-4-[2-(3-morpholinopropylamino)ethyl]benzamide